9H-PURINE-2-CARBONITRILE N1=C(N=C2NC=NC2=C1)C#N